C(C)OC(=O)C1=C(N=C(S1)NC1=NC(=CC(=N1)C1=CC=C(C=C1)C(=O)O)N1CCC(CC1)O)C 2-[4-(4-Carboxy-phenyl)-6-(4-hydroxy-piperidin-1-yl)-pyrimidin-2-ylamino]-4-methyl-thiazole-5-carboxylic acid ethyl ester